FC1=C(C=CC(=C1)I)NC1=C(C=2C(=NC=CC2)N1C)C(=O)Cl 2-((2-fluoro-4-iodophenyl)amino)-1-methyl-1H-pyrrolo[2,3-b]pyridine-3-carboxylic acid chloride